ClC12CC3(CC(C4=C(C(C1)C3)C=CC=C4)C2)NC(=O)NC2CCN(CC2)S(=O)(=O)C(C)C 1-(9-chloro-5,6,8,9,10,11-hexahydro-7H-5,9:7,11-dimethanobenzo[9]annulen-7-yl)-3-(1-(isopropylsulfonyl)piperidin-4-yl)urea